tert-butyl (tert-butoxycarbonyl)(7-chloro-8-iodo-[1,2,4]triazolo[1,5-a]pyridin-2-yl)carbamate C(C)(C)(C)OC(=O)N(C(OC(C)(C)C)=O)C1=NN2C(C(=C(C=C2)Cl)I)=N1